7-methoxy-2-methylimidazo[1,2-a]pyridin-6-amine hydrochloride Cl.COC1=CC=2N(C=C1N)C=C(N2)C